NC1=NC(=C(C=2N1C(N(N2)CC2=NC=C(C=C2)Cl)=O)C2=CC(=NC(=C2)C)CO)C2=CC=CC=C2 5-amino-2-[(5-chloro-2-pyridinyl)methyl]-8-[2-(hydroxymethyl)-6-methyl-4-pyridinyl]-7-phenyl-[1,2,4]triazolo[4,3-c]pyrimidin-3-one